indolo-[2,3-b]quinoxaline C1=C2N=C3C(NC2=CC=C1)=NC=1C=CC=CC13